(Z)-5-(1-cyano-2-(3,4-dihydroxy-5-nitrophenyl)vinyl)pyrazine-2-carboxylic acid C(#N)\C(=C/C1=CC(=C(C(=C1)[N+](=O)[O-])O)O)\C=1N=CC(=NC1)C(=O)O